methyl 3-[4-(3-bromo-2-methyl-phenoxy) phenyl]propanoate BrC=1C(=C(OC2=CC=C(C=C2)CCC(=O)OC)C=CC1)C